(E)-N-(1-(benzylamino)-3-(1H-imidazol-1-yl)-1-oxopropan-2-yl)-3-(naphthalen-2-yl)acrylamide C(C1=CC=CC=C1)NC(C(CN1C=NC=C1)NC(\C=C\C1=CC2=CC=CC=C2C=C1)=O)=O